C(CN)N.[Zn+2] zinc (II) ethylenediamine